OC1(CC=CC=C1)C 5-hydroxy-5-methylbenzene